FC(C1=C(C=CC=C1)C1CCN(CC1)C(=O)C1=NOC=2CN(CCC21)C(C)=O)(F)F 1-(3-(4-(2-(trifluoromethyl)phenyl)piperidine-1-carbonyl)-4,7-dihydroisoxazolo[5,4-c]pyridin-6(5H)-yl)ethan-1-one